2-amino-6-(2-fluoroethoxy)-4-(6-(6-((6-methoxypyridin-3-yl)methyl)-3,6-diazabicyclo[3.1.1]heptan-3-yl)pyridin-3-yl)pyrazolo[1,5-a]pyridine-3-carbonitrile NC1=NN2C(C(=CC(=C2)OCCF)C=2C=NC(=CC2)N2CC3N(C(C2)C3)CC=3C=NC(=CC3)OC)=C1C#N